2,3-dihydroxy-6-nitro-7-sulfamoyl-benzo[f]quinoxaline OC=1C(=NC=2C=C(C3=C(C2N1)C=CC=C3S(N)(=O)=O)[N+](=O)[O-])O